6,7-dimethoxy-2-methyl-N-{(1R)-1-[3-(1-methyl-1H-indol-2-yl)-phenyl]ethyl}-quinazolin-4-amine COC=1C=C2C(=NC(=NC2=CC1OC)C)N[C@H](C)C1=CC(=CC=C1)C=1N(C2=CC=CC=C2C1)C